tert-butyl 3-(4-(3,4-difluoro-2-(trifluoromethyl)phenyl)piperidine-1-carbonyl)-1,4,6,7-tetrahydro-5H-pyrazolo[4,3-c]pyridine-5-carboxylate FC=1C(=C(C=CC1F)C1CCN(CC1)C(=O)C1=NNC2=C1CN(CC2)C(=O)OC(C)(C)C)C(F)(F)F